1-((1S,4S)-5-(4-(5-fluoro-2H-benzo[b][1,4]oxazin-4(3H)-yl)pyrido[3,2-d]pyrimidin-6-yl)-2,5-diazabicyclo[2.2.1]heptan-2-yl)prop-2-en-1-one FC1=CC=CC=2OCCN(C21)C=2C1=C(N=CN2)C=CC(=N1)N1[C@@H]2CN([C@H](C1)C2)C(C=C)=O